6-(Cyclopropanamido)-4-((4-fluoro-2-methoxy-3-(1-methyl-1H-1,2,4-triazol-3-yl)phenyl)amino)-N-(methyl-d3)pyridazine-3-carboxamide C1(CC1)C(=O)NC1=CC(=C(N=N1)C(=O)NC([2H])([2H])[2H])NC1=C(C(=C(C=C1)F)C1=NN(C=N1)C)OC